C(C)(C)(C)OC(=O)N1CCC(CC1)CCOC1=C(C=C(C=C1)NC(C)(C)C#N)C(C)C 4-(2-(4-((2-Cyanoprop-2-yl)amino)-2-isopropylphenoxy)ethyl)piperidine-1-carboxylic acid tert-butyl ester